5-[4-chloro-2-(1,2,3,6-tetrahydropyridin-4-yl)-1,3-benzothiazol-6-yl]-2-methyl-2H-indazole-7-carbonitrile ClC1=CC(=CC2=C1N=C(S2)C=2CCNCC2)C2=CC1=CN(N=C1C(=C2)C#N)C